[N+](=O)([O-])C=1C(=NC(=CC1)N1N=CC=C1)NC=1C=C2CCC(C2=CC1)C(=O)OC methyl 5-((3-nitro-6-(1H-pyrazol-1-yl)pyridin-2-yl)amino)-2,3-dihydro-1H-indene-1-carboxylate